(E)-N'-(3,5-dimethoxybenzylidene)-6-(4-methoxy-2-(trifluoromethoxy)phenyl)pyrazine-2-carbohydrazide Methyl-3-(4-(dibenzo[b,d]thiophen-4-yl)thiophen-2-yl)-3-oxopropanoate COC(CC(=O)C=1SC=C(C1)C1=CC=CC2=C1SC1=C2C=CC=C1)=O.COC=1C=C(\C=N\NC(=O)C2=NC(=CN=C2)C2=C(C=C(C=C2)OC)OC(F)(F)F)C=C(C1)OC